C(C)(C)(C)NC1=C(C=NC2=CC=CC=C12)C(C(=O)N)C1=CC(=CC=C1)OC1=CC=CC=C1 (4-(tert-Butylamino)quinolin-3-yl)-2-(3-phenoxyphenyl)acetamide